1-{1'-Acetyl-6-chloro-1,2-dihydrospiro[indole-3,4'-piperidine]-1-yl}-2-[(3R)-3-methyl-piperazin-1-yl]ethan-1-one hydrochloride salt Cl.C(C)(=O)N1CCC2(CC1)CN(C1=CC(=CC=C12)Cl)C(CN1C[C@H](NCC1)C)=O